3-[(1-naphthoylamino)methyl]-5-[(2S)-1-isobutylsulfonyl-pyrrolidin-2-yl]-1,2,4-oxadiazole C1(=CC=CC2=CC=CC=C12)C(=O)NCC1=NOC(=N1)[C@H]1N(CCC1)S(=O)(=O)CC(C)C